NCC1(CC(C1)NC(OCC1=CC=CC=C1)=O)O benzyl N-[trans-3-(aminomethyl)-3-hydroxycyclobutyl]carbamate